(R)-6-(2-(2,5-Difluorophenyl)pyrrolidin-1-yl)-3-nitro-2-(3-(4-pyridylmethyl)ureido)pyridine FC1=C(C=C(C=C1)F)[C@@H]1N(CCC1)C1=CC=C(C(=N1)NC(=O)NCC1=CC=NC=C1)[N+](=O)[O-]